(2R,4S)-4-fluoro-2-(hydroxymethyl)pyrrolidine-1-carboxylic acid tert-butyl ester C(C)(C)(C)OC(=O)N1[C@H](C[C@@H](C1)F)CO